N-(3-((6-methoxy-3-(9H-purin-6-yl)pyridin-2-yl)amino)-4-methylphenyl)-4-(trifluoromethyl)picolinamide COC1=CC=C(C(=N1)NC=1C=C(C=CC1C)NC(C1=NC=CC(=C1)C(F)(F)F)=O)C1=C2N=CNC2=NC=N1